N-(2-((1r,3r,5r,7r)-adamantan-2-ylamino)ethyl)-5-(4-chloro-phenyl)-1-(3,5-dimethyl-phenyl)-4-methyl-1H-pyrazole-3-carboxamide C12C(C3CC(CC(C1)C3)C2)NCCNC(=O)C2=NN(C(=C2C)C2=CC=C(C=C2)Cl)C2=CC(=CC(=C2)C)C